COC[C@@H]1CN2C=3C(=C(SC3C(N1)=O)C=1C=NNC1)OCC2 (S)-7-(methoxymethyl)-2-(1H-pyrazol-4-yl)-4,5,7,8-tetrahydro-3-oxa-1-thia-5a,8-diazabenzo[cd]azulen-9(6H)-one